1-(4-((4-((3-chloro-2-fluorobenzyl)amino)-7-methoxy-quinazolin-6-yl)oxy)piperidin-1-yl)prop-2-en-1-one ClC=1C(=C(CNC2=NC=NC3=CC(=C(C=C23)OC2CCN(CC2)C(C=C)=O)OC)C=CC1)F